C1=CC=CC=2N3C=CC4=C(C3=CCC21)C=CC=C4 13H-dibenzo[a,f]quinolizine